C(#N)C1=NN(C2=CC(=CC=C12)/C=C/C(=O)NC=1C(=NC(=CC1C)OC)C)C1OCCCC1 (2E)-3-[3-cyano-1-(Oxan-2-yl)indazol-6-yl]-N-(6-methoxy-2,4-dimethylpyridin-3-yl)prop-2-enamide